9-(α-methylbenzyloxy)-10-methylanthracene CC(C1=CC=CC=C1)OC=1C2=CC=CC=C2C(=C2C=CC=CC12)C